ClS1C[C@H](CN2C(N=C(C3=CC(=CC1=C23)C(F)(F)F)N2C[C@@H](N[C@@H](C2)C)C)=O)C2=CC=NC=C2 (S)-l-1-chloro-8-((3S,5R)-3,5-dimethylpiperazin-1-yl)-3-(pyridin-4-yl)-10-(trifluoromethyl)-3,4-dihydro-2H,6H-[1,4]thiazepino[2,3,4-ij]quinazolin-6-one